C(C)(C)(C)N(C(O)=O)[C@@H](C1CC1)C=1C=NC=C(C1)N.C1(=CC=CC=C1)N(C1=CC=C(C=C1)N(C1=CC=CC=C1)C1=CC=C(C=C1)C1=CC=C(C=C1)N(C1=CC=C(C=C1)N(C1=CC=CC=C1)C1=CC=CC=C1)C1=CC=CC=C1)C1=CC=CC=C1 4,4'-bis[N-(4-diphenylaminophenyl)-N-phenylamino]biphenyl tert-butyl-(S)-((5-aminopyridin-3-yl)(cyclopropyl)methyl)carbamate